[1,3]THIAZOLO[5,4-E]INDOL S1C=NC=2C1=C1C=CNC1=CC2